N'-acetyl-4-amino-N-(2,4-dichlorobenzyl)-N',1-dimethyl-1H-pyrazolo[4,3-c]quinoline-8-carbohydrazide C(C)(=O)N(N(C(=O)C1=CC=2C3=C(C(=NC2C=C1)N)C=NN3C)CC3=C(C=C(C=C3)Cl)Cl)C